O=C(CCC(=O)OC1=C(C=C(C=C1)C1=CC=C(C=C1)N(C1=CC=CC=C1)C1=CC=CC=C1)C=1SC2=C(N1)C=CC=C2)C 3-(benzo[d]thiazole-2-yl)-4'-(diphenylamino)-[1,1'-biphenyl]-4-yl 4-oxopentanoate